(Z)-hex-3-en-1-ylmethyl carbonate C(OCCC\C=C/CC)([O-])=O